[13C]malate [13C](C(O)CC(=O)[O-])(=O)[O-]